FC(C1=CC=C(C=C1)C=1N=C2N(C=CC=C2)C1NC1=CC=C(C(=O)OC)C=C1)(F)F methyl 4-((2-(4-(trifluoromethyl)phenyl)imidazo[1,2-a]pyridin-3-yl)amino)benzoate